2-(cyclobutylamino)-1-pyrazin-2-yl-ethanol C1(CCC1)NCC(O)C1=NC=CN=C1